CCCCCCCCCCCCCCCC(=O)N[C@@H](CO[C@@H]1[C@@H]([C@H]([C@H]([C@H](O1)CO)O)O)O)[C@@H]([C@@H](CCCCCCCCCCCCCC)O)O The molecule is a glycophytoceramide having an alpha-D-galactopyranosyl residue at the O-1 position and a palmitoyl (hexadecanoyl) group attached to the nitrogen. It has a role as an epitope. It derives from an alpha-D-galactose.